Sodium undecyl sulphate S(=O)(=O)(OCCCCCCCCCCC)[O-].[Na+]